CC1(NCCC(C1)N1N=CC2=CC(=C(C=C12)C1=CN=C(S1)NC1CCN(CC1)S(=O)(=O)C)F)C 5-(1-(2,2-dimethylpiperidin-4-yl)-5-fluoro-1H-indazol-6-yl)-N-(1-(methylsulfonyl)piperidin-4-yl)thiazol-2-amine